2-chloro-N-(isochroman-5-yl)acetamide ClCC(=O)NC1=C2CCOCC2=CC=C1